(S)-methyl 2-((S)-2-(7-chloro-4-methoxy-1H-indole-2-carboxamido)-4,4-dimethylpentanamido)-3-((R)-5,5-dimethyl-2-oxopyrrolidin-3-yl)propanoate ClC=1C=CC(=C2C=C(NC12)C(=O)N[C@H](C(=O)N[C@H](C(=O)OC)C[C@H]1C(NC(C1)(C)C)=O)CC(C)(C)C)OC